2-{[2-(pyridin-4-yl)-1,7-naphthyridin-4-yl]amino}butan-1-ol N1=CC=C(C=C1)C1=NC2=CN=CC=C2C(=C1)NC(CO)CC